2-acetamido-5-(1-((2,4-diaminopyrimidin-5-yl)methyl)indolin-5-yl)benzoic acid trihydrochloride Cl.Cl.Cl.C(C)(=O)NC1=C(C(=O)O)C=C(C=C1)C=1C=C2CCN(C2=CC1)CC=1C(=NC(=NC1)N)N